COCCC1C2C=CC(C1)C2=O 5-methoxyethyl-7-oxo-bicyclo[2.2.1]Hept-2-ene